titanium Oxygen [O].[Ti]